C(CCC\C=C/C\C=C/C\C=C/C\C=C/CCCCC)(=O)OC(C)C propan-2-yl (5Z,8Z,11Z,14Z)-icosa-5,8,11,14-tetraenoate